2,3-dihydro-[1,4]dioxino[2,3-b]pyridine-7-sulfonyl chloride O1CCOC2=NC=C(C=C21)S(=O)(=O)Cl